C1(CC1)C=1C=C(OC2=CC=C(C=C2)N2N=C3C(NCC[C@H]3N3CCN(CC3)S(=O)(=O)C3=C(C=CC=C3)[N+](=O)[O-])=C2C(=O)OCC)C=CC1 ethyl (7R)-2-[4-(3-cyclopropylphenoxy)phenyl]-7-[4-(2-nitrobenzene-1-sulfonyl)piperazin-1-yl]-4,5,6,7-tetrahydro-2H-pyrazolo[4,3-b]pyridine-3-carboxylate